C(=O)(O)CSCCCCC[Se]CCCCCSCC(=O)O [5-(5-Carboxymethylsulfanyl-pentylselanyl)-pentylsulfanyl]-acetic acid